ClC=1C=C(CN2N=CC(=C2)C2=CC3=C(O[C@@H](CN3)[C@@H](C3=CC=CC=C3)NCCC3=CC=C(C#N)C=C3)N=C2)C=CC1 4-(2-(((R)-((S)-7-(1-(3-chlorobenzyl)-1H-pyrazol-4-yl)-2,3-dihydro-1H-pyrido[2,3-b][1,4]oxazin-3-yl)(phenyl)methyl)amino)ethyl)benzonitrile